FC(C1=NN=C(O1)C=1C=CC(=NC1)N1CCC2(CN(C2)C(=O)OC(C)(C)C)CC1)F tert-butyl 7-(5-(5-(difluoromethyl)-1,3,4-oxadiazol-2-yl)pyridin-2-yl)-2,7-diazaspiro[3.5]nonane-2-carboxylate